The molecule is an amino cyclitol glycoside that is isolated from Streptomyces kasugaensis and exhibits antibiotic and fungicidal properties. It has a role as a bacterial metabolite, a protein synthesis inhibitor and an antifungal agrochemical. It is an amino cyclitol glycoside, an aminoglycoside antibiotic, a monosaccharide derivative, a carboxamidine and an antibiotic fungicide. C[C@@H]1[C@H](C[C@@H]([C@H](O1)OC2[C@@H]([C@H](C([C@@H]([C@@H]2O)O)O)O)O)N)N=C(C(=O)O)N